1-[5-[(3R)-3-amino-5-[(4-chlorophenyl)methyl]-8-fluoro-1,1,4-trioxo-2,3-dihydro-1lambda6,5-benzothiazepin-7-yl]-1,3,4-oxadiazol-2-yl]cyclopropanecarbonitrile N[C@H]1CS(C2=C(N(C1=O)CC1=CC=C(C=C1)Cl)C=C(C(=C2)F)C2=NN=C(O2)C2(CC2)C#N)(=O)=O